C(CC)S(=O)(=O)[O-].C[NH+](C)CCCNC(C=C)=O N,N-dimethyl-(acrylamidopropyl)ammonium propanesulfonate